3-[3-fluoro-5-(trifluoromethyl)pyridin-2-yl]-2-oxo-1H-1,3-benzodiazole-5-carboxylic acid FC=1C(=NC=C(C1)C(F)(F)F)N1C(NC2=C1C=C(C=C2)C(=O)O)=O